ClC=1C=C(C=CC1C)NS(=O)(=O)C=1C=C(C=CC1OC)C1=C(N=C(S1)NC(CC1CCCC1)=O)C N-[5-[3-[(3-chloro-4-methyl-phenyl)sulfamoyl]-4-methoxyphenyl]-4-methyl-thiazol-2-yl]-2-cyclopentyl-acetamide